C1CCC2=CC(=CC=C12)NC(=O)C=1NC2=CC=CC=C2C1 N-(2,3-Dihydro-1H-inden-5-yl)-1H-indole-2-carboxamide